1-methyl-3,5-diethylphenylene diisocyanate CC1(C(C(=CC(=C1)CC)CC)N=C=O)N=C=O